O[C@H]1C[C@H](C2(C1)CCNCC2)N[S@](=O)C(C)(C)C (R)-N-[(1R,3R)-3-hydroxy-8-azaspiro[4.5]decan-1-yl]-2-methylpropan-2-sulfinamide